C1(CCC1)CN1C(N(CC12CCC(CC2)(C2=CC=CC=C2)NC)C=2C=NC(=CC2C)C(F)(F)F)=O 1-(cyclobutyl-methyl)-8-methylamino-3-[4-methyl-6-(trifluoromethyl)-pyridin-3-yl]-8-phenyl-1,3-diazaspiro[4.5]decan-2-one